erbium-gallium oxide [O-2].[Ga+3].[Er+3].[O-2].[O-2]